BrC=1C=C2N=C3CCCCC3=NC2=CC1 7-bromo-1,2,3,4-tetrahydrophenazine